CN1N=C2C=CC=C(C2=C1)C(C)=O 1-(2-methyl-2H-indazol-4-yl)ethan-1-one